s-propyl-cysteine C(C)(C)N[C@@H](CS)C(=O)O